O1C(CCCC1)OCCCCCC=O 6-((tetrahydro-2H-pyran-2-yl)oxy)hexanal